C(C1=CC=CC=C1)(=O)\N=C(\C1=CC(=CC=C1)Br)/OCC ethyl (Z)-N-benzoyl-3-bromobenzimidate